(R)-6-bromo-3-ethyl-8-fluoro-2-(1-(4-methyl-1,4-diazepan-1-yl)butyl)quinazolin-4(3H)-one BrC=1C=C2C(N(C(=NC2=C(C1)F)[C@@H](CCC)N1CCN(CCC1)C)CC)=O